(R)-2-amino-2-(o-tolyl)ethan-1-ol N[C@@H](CO)C1=C(C=CC=C1)C